FC(C(=O)O)(F)F.FC(C1=NN=C(O1)C1=CC(=C(CN2C(N(C3=C2C=CC=C3)CC3CCNCC3)=O)C=C1)F)F 1-(4-(5-(difluoromethyl)-1,3,4-oxadiazole-2-yl)-2-fluorobenzyl)-3-(piperidine-4-ylmethyl)-1,3-dihydro-2H-benzo[d]imidazole-2-one 2,2,2-trifluoroacetate